O=N1=CC=CC=2CCC[C@@H](C12)CN1C(C2=CC=CC=C2C1=O)=O |r| rac-2-[(1-oxo-5,6,7,8-tetrahydro-1λ5-quinolin-8-yl)methyl]-1H-isoindole-1,3(2H)-dione